OC(CCCCCCCCCC=CC=CC=CC(=O)O)C(CC)O 17,18-dihydroxy-eicosatrienoic acid